N,N-dicyclohexyl-phthalic diamide C1(CCCCC1)N(C(C=1C(C(=O)N)=CC=CC1)=O)C1CCCCC1